C(C)(C)SC1=CC=C(C#N)C=C1 4-(isopropylsulfanyl)benzonitrile